BrC1=C(C(=C(C=C1)S(=O)O)S(N(CC1=CC=CC=C1)CC1=CC=CC=C1)(=O)=O)C=1N=NN(N1)CC1=CC=C(C=C1)OC 4-bromo-2-(N,N-dibenzylsulfamoyl)-3-(2-(4-methoxybenzyl)-2H-tetrazol-5-yl)benzenesulfinic acid